PC1(C(C(=O)O)C=C(C=C1)P)C(=O)O 2,5-diphosphinophthalic acid